Cl.[C@H]12[C@@H](C[C@H](CC1)N2)NC(=O)OCC2=CC=CC=C2 benzyl (1R,2R,4S)-7-azabicyclo[2.2.1]heptane-2-carbamate hydrochloride